C(CC)C(C)S(=O)(=O)O propyl-ethyl-Sulfonic acid